N-(2-hydroxyethyl)-N-methyl-p-toluidine OCCN(C1=CC=C(C=C1)C)C